C(C(O)CO)OCC[N+](C)(C)C glyceryl-choline